2-(6-{5-Chloro-2-[(oxan-4-yl)amino]pyrimidin-4-yl}-1-oxo-2,3-dihydro-1H-isoindol-2-yl)-N-[(1R)-1-(6-cyanopyridin-2-yl)ethyl]acetamid ClC=1C(=NC(=NC1)NC1CCOCC1)C1=CC=C2CN(C(C2=C1)=O)CC(=O)N[C@H](C)C1=NC(=CC=C1)C#N